FC1=CC=C(C=C1)N1C(=C(C2=C1C=C1C=NNC1=C2)C2=CC=C(C(=O)O)C=C2)C2(CCOCC2)O 4-(5-(4-Fluorophenyl)-6-(4-hydroxytetrahydro-2H-pyran-4-yl)-1,5-dihydropyrrolo[2,3-f]indazol-7-yl)benzoic acid